2,4-dihydroxy-3-nitro-phenylketone OC1=C(C=CC(=C1[N+](=O)[O-])O)C(=O)C1=C(C(=C(C=C1)O)[N+](=O)[O-])O